FC1=CC=C(C=C1)NC(=O)C1(CC1)C(=O)NC1=CC=C(C=C1)OC1=CC=NC2=CC(=C(C=C12)C(NOC)=O)OC 1-N'-(4-fluorophenyl)-1-N-[4-[7-methoxy-6-(methoxycarbamoyl)quinolin-4-yl]oxyphenyl]cyclopropane-1,1-dicarboxamide